N-(t-butyloxycarbonyl)-lysine C(C)(C)(C)OC(=O)N[C@@H](CCCCN)C(=O)O